FC(C1=NC(=NO1)C1=CC=C(C=C1)CNCC)(F)F N-[[4-[5-(trifluoromethyl)-1,2,4-oxadiazol-3-yl]phenyl]methyl]ethylamine